FC=1C=CC(=NC1)C#CC1=CC=C(OC2=C(N=NN2)C(=O)O)C=C1 5-(4-((5-fluoropyridin-2-yl)ethynyl)phenoxy)-1H-1,2,3-triazole-4-carboxylic acid